1-(4,4,5,5-Tetramethyl-1,3,2-dioxaborolan-2-yl)dibenzofuran CC1(OB(OC1(C)C)C1=CC=CC=2OC3=C(C21)C=CC=C3)C